((S)-1-propenoyl-4-(2-(((S)-1-methylpyrrolidin-2-yl)methoxy)-7-(naphthalen-1-ylmethyl)imidazo[2,1-f][1,2,4]triazin-4-yl)piperazin-2-yl)acetonitrile C(C=C)(=O)N1[C@H](CN(CC1)C1=NC(=NN2C1=NC=C2CC2=CC=CC1=CC=CC=C21)OC[C@H]2N(CCC2)C)CC#N